The molecule is an epoxycarotenol that beta-cryptoxanthin in which the 5,6-double bond has been epoxidised. It has a role as a plant metabolite. It derives from a beta-cryptoxanthin. CC1=C(C(CCC1)(C)C)/C=C/C(=C/C=C/C(=C/C=C/C=C(\\C)/C=C/C=C(\\C)/C=C/[C@]23[C@](O2)(C[C@H](CC3(C)C)O)C)/C)/C